O4-[3-[(1-tert-butoxycarbonyl-4-piperidinyl)oxy]cyclobutyl]piperazine-1,4-dicarboxylic acid O1-benzyl ester C(C1=CC=CC=C1)OC(=O)N1CCN(CC1)C(=O)OC1CC(C1)OC1CCN(CC1)C(=O)OC(C)(C)C